(S)-2-amino-N-(4-(4-amino-(4-phenoxyphenyl)-1H-pyrazolo[3,4-d]pyrimidin-1-yl)cyclohexyl)-Butanamide hydrochloride Cl.N[C@H](C(=O)NC1CCC(CC1)N1N=C(C=2C1=NC=NC2N)C2=CC=C(C=C2)OC2=CC=CC=C2)CC